C(C)(C)(C)OC(=O)N1[C@@H](CC(C1)(F)F)C(N(C)C1=C(C=C(C(=C1)Cl)F)F)=O (S)-2-((5-Chloro-2,4-difluorophenyl)(methyl)carbamoyl)-4,4-difluoropyrrolidine-1-carboxylic acid tert-butyl ester